4-tolyl (tosylate) S(=O)(=O)(OC1=CC=C(C=C1)C)C1=CC=C(C)C=C1